(Z)-1-(2-chloro-4-(1-(4-(trifluoromethoxy)phenyl)-1H-1,2,4-triazol-3-yl)phenyl)-3-(3-(2-isopropyl-5-methoxyphenyl)-4-oxothiazolidin-2-ylidene)urea ClC1=C(C=CC(=C1)C1=NN(C=N1)C1=CC=C(C=C1)OC(F)(F)F)NC(=O)\N=C\1/SCC(N1C1=C(C=CC(=C1)OC)C(C)C)=O